naphthalene-2,3-dicarboxylic acid C1=C(C(=CC2=CC=CC=C12)C(=O)O)C(=O)O